CO[C@H]1[C@@H](O[C@@H]([C@H]1O)CO)N1C=CC2=CC(=CC=C12)[N+](=O)[O-] 1-(2'-O-methyl-β-D-ribofuranosyl)-5-nitroindole